C1(=CC=C(C=C1)CCCNC=1C2=C(N=C(N1)C(F)(F)F)SC(=C2)C)C2=CC=CC=C2 N-(3-([1,1'-biphenyl]-4-yl)propyl)-6-methyl-2-(trifluoromethyl)thieno[2,3-d]pyrimidin-4-amine